[Mg+2].[O-2].[Mg+2].[O-2] Magnesium oxide Magnesium